(R)-2-(3-chlorophenyl)-2,2-difluoro-1-phenylethyl ((S)-1-oxo-1-(((S)-1-oxo-3-((S)-2-oxopyrrolidin-3-yl)propan-2-yl)amino)-3-phenylpropan-2-yl)carbamate O=C([C@H](CC1=CC=CC=C1)NC(O[C@@H](C(F)(F)C1=CC(=CC=C1)Cl)C1=CC=CC=C1)=O)N[C@H](C=O)C[C@H]1C(NCC1)=O